2,3-dihydropyrido[2,3-b][1,4]thiazine N1C2=C(SCC1)N=CC=C2